2-(methylsulfonyl)nicotinonitrile CS(=O)(=O)C1=C(C#N)C=CC=N1